dichloro-iron palladium (II) [Pd+2].Cl[Fe]Cl